C(C=C)(=O)OCCC[Si](O[Si](C)(C)C)(O[Si](C)(C)C)O[Si](C)(C)C acryloyloxypropyltris(trimethylsiloxy)silane